C1(=CC=C(C=C1)CC=1C(=O)NC(C1)=O)CC=1C(=O)NC(C1)=O p-xylylenebismaleimide